ClC1=C(C=C(C=C1)N1CC(C2=NC(=CC=C21)C(=O)N2C(CN(CC2)C=2SC=C(N2)C(=O)N2CCC(CC2)O)(C)C)(C)C)F (1-(4-chloro-3-fluorophenyl)-3,3-dimethyl-2,3-dihydro-1H-pyrrolo[3,2-b]pyridin-5-yl)(4-(4-(4-hydroxypiperidin-1-carbonyl)thiazol-2-yl)-2,2-dimethylpiperazin-1-yl)methanone